N-(tert-butoxycarbonyl)-N-methyl-D-alanine C(C)(C)(C)OC(=O)N([C@H](C)C(=O)O)C